O1C=2C(OCC1COCCC(S(=O)(=O)[O-])C)=CSC2.C(C)[NH+](CC)CC triethylammonium 3-[(2,3-dihydrothieno[3,4-b]-[1,4]dioxin-2-yl)methoxy]-1-methyl-1-propanesulfonate